BrC=1NC=C2C1CCCCC2=O 1-Bromo-5,6,7,8-tetrahydrocyclohepta[c]pyrrol-4(2H)-one